Br[Si]1(C[Si](CCC1)(CCCC)CCCC)Br 1,1-dibromo-3,3-dibutyl-1,3-disilacyclohexane